3-phenylpropyl (E)-3-(2,5-dihydroxyphenyl)acrylate OC1=C(C=C(C=C1)O)/C=C/C(=O)OCCCC1=CC=CC=C1